OC(C)(C)C1CN(C1)C=1OC2=C(N1)C=C(C=C2)NC(=O)C=2C=CC1=C(CCO1)C2 2,3-dihydro-benzofuran-5-carboxylic acid {2-[3-(1-hydroxy-1-methyl-ethyl)-azetidin-1-yl]-benzooxazol-5-yl}-amide